ClC1=CC=C(C(=O)C(C(=O)O)(O)C(O)C(=O)O)C=C1 L-p-chlorobenzoyl-tartaric acid